C1(=CC=CC=C1)C1(C=CC2=C(O1)C=1C=C(C(=CC1C1=C2C(C2=CC=CC=C21)(C)C)OC(C2=CC=C(C=C2)OC(C2=CC=C(C=C2)CCCCCC)=O)=O)OC)C2=CC=C(C=C2)N2CCCC2 3-phenyl-3-(4-(pyrrolidin-1-yl)phenyl)-13,13-dimethyl-6-methoxy-7-(4-(4-hexylbenzoyloxy)benzoyloxy)-3H,13H-indeno[2',3':3,4]naphtho[1,2-b]pyran